ClC1=CC=C(C=C1)C1=C(CCC(C1)(C)C)CN1CCN(CCC1)C(=O)C=1C=C2CN(C(C2=CC1F)=O)C1C(NC(CC1)=O)=O 3-(5-(4-((4'-chloro-5,5-dimethyl-3,4,5,6-tetrahydro-[1,1'-biphenyl]-2-yl)methyl)-1,4-diazepane-1-carbonyl)-6-fluoro-1-oxoisoindolin-2-yl)piperidine-2,6-dione